4-amino-6-((6-chloropyridin-3-yl)ethynyl)-N-(4-(methoxymethyl)phenyl)-7-(1-methylcyclopropyl)-7H-pyrrolo[2,3-d]pyrimidine-5-carboxamide NC=1C2=C(N=CN1)N(C(=C2C(=O)NC2=CC=C(C=C2)COC)C#CC=2C=NC(=CC2)Cl)C2(CC2)C